5-((4-(3-chloro-5-fluoropyridin-4-yl)piperazin-1-yl)methyl)-2-(2,6-dioxopiperidin-3-yl)isoindoline-1,3-dione ClC=1C=NC=C(C1N1CCN(CC1)CC=1C=C2C(N(C(C2=CC1)=O)C1C(NC(CC1)=O)=O)=O)F